tert-butyl 3-(4-((3-chloro-4-(pyridin-2-ylmethoxy)phenyl)amino)pyrido[3,4-d]pyrimidin-6-yl)piperidine-1-carboxylate ClC=1C=C(C=CC1OCC1=NC=CC=C1)NC=1C2=C(N=CN1)C=NC(=C2)C2CN(CCC2)C(=O)OC(C)(C)C